FC=1C=C2C(=C(NC2=CC1)C1=CC=C(C=C1)F)CCCN 3-[5-fluoro-2-(4-fluorophenyl)-1H-indol-3-yl]propan-1-amine